(S)- or (R)-2-(1-((4-carboxyphenyl)amino)-3-cyclopropyl-1-oxopropan-2-yl)-5-(5-chloro-2-(difluoromethyl)phenyl)pyridine 1-oxide C(=O)(O)C1=CC=C(C=C1)NC([C@@H](CC1CC1)C1=[N+](C=C(C=C1)C1=C(C=CC(=C1)Cl)C(F)F)[O-])=O |o1:11|